C1(C=CCCC1)CCCCCCCC(=O)[O-] cyclohex-2-en-1-octanoate